FC=1C=C(C=C(C1)SC)[C@@H]1NCCC1 (2R)-2-(3-fluoro-5-(methylthio)phenyl)pyrrolidine